5-(3-(1H-Pyrrol-2-yl)propylamino)-3-methylbenzofuran-2-carboxylic acid N1C(=CC=C1)CCCNC=1C=CC2=C(C(=C(O2)C(=O)O)C)C1